8-Chloro-1-[trans-4-(morpholin-4-yl)cyclohexyl]-5,6-dihydro-4H-[1,2,4]triazolo[4,3-a][1]benzazepin-5-amin ClC=1C=CC2=C(CC(CC=3N2C(=NN3)[C@@H]3CC[C@H](CC3)N3CCOCC3)N)C1